COC1=NC=CC=N1 2-methoxy-pyrimidin